N-(5-cyano-6-(2H-1,2,3-triazol-2-yl)pyridin-3-yl)-1-(thieno[2,3-d]pyrimidin-4-yl)-5-(trifluoromethyl)-1H-pyrazole-4-carboxamide C(#N)C=1C=C(C=NC1N1N=CC=N1)NC(=O)C=1C=NN(C1C(F)(F)F)C=1C2=C(N=CN1)SC=C2